(1S,2S)-2-{[3-chloro-4-(cyclopropanesulfinyl)phenyl]carbonyl}cyclopropane-1-carboxylic acid ClC=1C=C(C=CC1S(=O)C1CC1)C(=O)[C@@H]1[C@H](C1)C(=O)O